CN(C1CCC(CC1)OC=1N=C(SC1C(=O)O)C)C 4-(((1s,4s)-4-(Dimethylamino)cyclohexyl)oxy)-2-methylthiazole-5-carboxylic acid